[C@@H]12N(C[C@@H](NC1)CC2)C2=NN(C1=C2C(=NC(=C1F)C1=CC(=CC2=CC=C(C(=C12)C#C)F)O)CC)C1CC1 4-(3-((1S,4S)-2,5-diazabicyclo[2.2.2]octan-2-yl)-1-cyclopropyl-4-ethyl-7-fluoro-1H-pyrazolo[4,3-c]pyridin-6-yl)-5-ethynyl-6-fluoronaphthalen-2-ol